C(=O)O.ClC=1C=C(C=CC1C(=O)N1CCN(CC1)C(=O)C1CCNCC1)NC(=O)C=1N(C(=CN1)C1=C(C=C(C=C1)CC#N)F)C N-[3-chloro-4-[4-(piperidine-4-carbonyl)piperazine-1-carbonyl]phenyl]-5-[4-(cyanomethyl)-2-fluoro-phenyl]-1-methyl-imidazole-2-carboxamide formate